((3R,4R)-3-fluorotetrahydro-2H-pyran-4-yl)-8-methoxy-2-methyl-2,6-dihydropyrido[3,4-d]pyridazine-1,7-dione F[C@H]1COCC[C@@H]1C1=NN(C(C=2C1=CNC(C2OC)=O)=O)C